(2-bromoethoxy)(tert-butyl)diphenylsilane BrCCO[Si](C1=CC=CC=C1)(C1=CC=CC=C1)C(C)(C)C